FC1=CC2=C(NC(=N2)NC=2C=C(C(=O)NO)C=CC2)C=C1C(F)(F)F 3-((5-fluoro-6-(trifluoromethyl)-1H-benzo[d]imidazol-2-yl)amino)-N-hydroxybenzamide